tetrahydropyrazolo[1,5-a]pyridine-3-carboxamide N1CC(C2N1C=CC=C2)C(=O)N